N,N-dibutyl-2-ethylhexylamine C(CCC)N(CCCC)CC(CCCC)CC